C1(=CC=CC=C1)C1=NC(=NC(=C1)C1=CC=CC=C1)NN=CC=1C=C(C(=CC1)O)O (E)- and (Z)-4-((2-(4,6-diphenylpyrimidin-2-yl)hydrazono)methyl)benzene-1,2-diol